BrC1=C2C(C(NC2=CC=C1C(F)(F)F)=O)=O 4-Bromo-5-(trifluoromethyl)indoline-2,3-dione